2-((Bis(pyridin-2-ylmethyl)amino)methyl)-4-chloro-6-methoxyphenol N1=C(C=CC=C1)CN(CC1=NC=CC=C1)CC1=C(C(=CC(=C1)Cl)OC)O